7-methyl-5-(pyridin-4-yl)pyrazolo[1,5-a]Pyrimidine-3-carboxylic acid ethyl ester C(C)OC(=O)C=1C=NN2C1N=C(C=C2C)C2=CC=NC=C2